C(C=C)(=O)OCCOCCOC(C=C)=O Diethylene glycol di-acrylate